N-(3-cyano-6-methyl-5-phenylpyridin-2-yl)-N-(3,5-dimethylphenyl)acetamide C(#N)C=1C(=NC(=C(C1)C1=CC=CC=C1)C)N(C(C)=O)C1=CC(=CC(=C1)C)C